COC(C1=C(N=C(C=C1C(=C)OCC)Cl)F)=O 6-chloro-4-(1-ethoxyvinyl)-2-fluoro-nicotinic acid methyl ester